BrC1=C(C(=C(C(=C1F)F)C(F)(F)F)F)F 4-bromo-2,3,5,6-tetrafluorobenzotrifluoride